S1C=NC2=C1C=CC=C2[C@@H](C=2N=NN(C2)C2CCN(CC2)C(C)(C)C)NC=2C=C1C(=C(C=NC1=C(C2)Cl)C#N)NC2=CC(=C(C=C2)F)Cl (S)-6-((benzo[d]thiazol-4-yl(1-(1-(tert-butyl)piperidin-4-yl)-1H-1,2,3-triazol-4-yl)methyl)amino)-8-chloro-4-((3-chloro-4-fluorophenyl)amino)quinoline-3-carbonitrile